(1aS,5aS)-2-(2,4-Difluoro-phenyl)-1a,2,5,5a-tetrahydro-1H-2,3-diaza-cyclopropa[a]pentalene-4-carboxylic acid (1-phenyl-cyclopropyl)-amide C1(=CC=CC=C1)C1(CC1)NC(=O)C=1C=2C[C@H]3[C@@H](C2N(N1)C1=C(C=C(C=C1)F)F)C3